Tert-butyl 4-[3-[[1-[1-[(4-methoxyphenyl)methyl]-2,6-dioxo-3-piperidyl]-3-methyl-2-oxo-benzimidazol-4-yl]methyl]cyclobutyl]piperazine-1-carboxylate COC1=CC=C(C=C1)CN1C(C(CCC1=O)N1C(N(C2=C1C=CC=C2CC2CC(C2)N2CCN(CC2)C(=O)OC(C)(C)C)C)=O)=O